C[C@H]1[C@H](C1)C(=O)O (1s,2r)-2-methylcyclopropane-1-carboxylic acid